CC(C)(C1=CC=CC=C1CC2=CC=CC=C2)O (2-benzyl)-phenyl-2-isopropanol